ClC1=CC=C(S1)C1=CC=C(C=C1)C=1OC2=C(N1)C=CC=C2 2-(4-(5-chlorothien-2-yl)phenyl)benzo[d]oxazole